C(C)N1CC(CC1)SC=1NC2=CC=CC=C2CN1 2-((1-ethylpyrrolidin-3-yl)thio)-1,4-dihydroquinazoline